6-(5-(2-(Diethylamino)ethyl)-2,3-difluorophenethyl)-4-methylpyridin-2-amine C(C)N(CCC=1C=C(C(=C(CCC2=CC(=CC(=N2)N)C)C1)F)F)CC